CC=1OC=C(N1)C1=CC=C(C=C1)CN 1-[4-(2-methyl-1,3-oxazol-4-yl)phenyl]methylamine